N-[5-chloro-6-(triazol-2-yl)-3-pyridyl]-1-(3-methyl-1-oxo-pyridin-1-ylium-4-yl)-5-(trifluoromethyl)pyrazole-4-carboxamide ClC=1C=C(C=NC1N1N=CC=N1)NC(=O)C=1C=NN(C1C(F)(F)F)C1=C(C[N+](C=C1)=O)C